3-(3,5-dichlorophenyl)-7-(1-methanesulfonamidoethyl)-1H-indole-2-carboxylic acid ClC=1C=C(C=C(C1)Cl)C1=C(NC2=C(C=CC=C12)C(C)NS(=O)(=O)C)C(=O)O